FC=1C(=CC=2C3=C(NC(C2C1)=O)COC[C@H]3N(C(=O)C=3SC1=C(N3)C=CC=C1)C)F (S)-N-(8,9-difluoro-6-oxo-1,4,5,6-tetrahydro-2H-pyrano[3,4-c]isoquinolin-1-yl)-N-methylbenzo[d]thiazole-2-carboxamide